C1(CC1)C1=NOC(=N1)N1C2CC(CC1CC2)N2CCC1(CNC(O1)=O)CC2 8-(8-(3-cyclopropyl-1,2,4-oxadiazol-5-yl)-8-azabicyclo[3.2.1]oct-3-yl)-1-oxa-3,8-diazaspiro[4.5]decan-2-one